COCC1=CC=CC2=C1N=CO2 4-(methoxymethyl)benzo[d]oxazole